2-(2-aminopropoxy)-1,3-xylene NC(COC1=C(C=CC=C1C)C)C